7-(3,3-dihydroxyazetidin-1-yl)-6-fluoro-5-methyl-4-oxo-1-(1,3-thiazol-2-yl)-1,4-dihydro-1,8-naphthyridine-3-carboxylic acid OC1(CN(C1)C1=C(C(=C2C(C(=CN(C2=N1)C=1SC=CN1)C(=O)O)=O)C)F)O